C(C1=CC=C(C=C1)OC)CC(=O)O.C(C)(=O)OCC1=CC=C(C=C1)OC 4-methoxybenzyl acetate (ANISYL ACETATE)